3,5-dimethyl-2-[7-(2-methyl-2-azabicyclo[2.2.2]octan-6-yl)-1,8-naphthyridin-2-yl]phenol CC=1C(=C(C=C(C1)C)O)C1=NC2=NC(=CC=C2C=C1)C1CC2CN(C1CC2)C